bis(4-fluorophenyl)iodonium 2-(4-(4,4,5,5-tetramethyl-1,3,2-dioxaborolan-2-yl)butyl)piperidine-1,2-dicarboxylate CC1(OB(OC1(C)C)CCCCC1(N(CCCC1)C(=O)[O-])C(=O)[O-])C.FC1=CC=C(C=C1)[I+]C1=CC=C(C=C1)F.FC1=CC=C(C=C1)[I+]C1=CC=C(C=C1)F